2-amino-3-butyrylamino-N-(5-nitrothiazol-2-yl)benzamide NC1=C(C(=O)NC=2SC(=CN2)[N+](=O)[O-])C=CC=C1NC(CCC)=O